C(CC)C(C(=O)O)O.CC(C(=O)N)(CCCCCCCCCCCC)C dimethyl-myristamide n-propyl-glycolate